N[C@H]1CN(C[C@H]1C)C=1C2=CN(N=C2C=CC1NC(=O)C1=NN(C(C=C1)=O)C1=C(C=CC=C1F)F)C1CC(C1)(F)F N-(4-((3R,4R)-3-amino-4-methylpyrrolidin-1-yl)-2-(3,3-difluorocyclobutyl)-2H-indazol-5-yl)-1-(2,6-difluorophenyl)-6-oxo-1,6-dihydropyridazine-3-carboxamide